CC1=CC=C(C=N1)CCCC(=O)NC=1C=CC(=NC1)C(=O)NC1=C(C=C(C=C1)C(F)(F)F)N 5-(4-(6-methylpyridin-3-yl)butanamido)-N-(2-amino-4-(trifluoromethyl)phenyl)pyridine-2-carboxamide